CCCCCCCCCCCCCC[Si](OC)(OC)OC (14-tetradecyl)trimethoxysilane